CC1=C(C(=C(C(=C1CC1=CC(=C(C(=C1)C(C)(C)C)O)C(C)(C)C)C)CC1=CC(=C(C(=C1)C(C)(C)C)O)C(C)(C)C)C)CC1=CC(=C(C(=C1)C(C)(C)C)O)C(C)(C)C 1,3,5-trimethyl-2,4,6-tris-(3,5-di-tertbutyl-4-hydroxybenzyl)-benzene